C12(CNCC2C1)C=1C=CC=2N=CN=C(C2N1)NC1=C(C(=C(C=C1)Cl)Cl)F 6-(3-azabicyclo[3.1.0]hexan-1-yl)-N-(3,4-dichloro-2-fluoro-phenyl)pyrido[3,2-d]pyrimidin-4-amine